C[Si](OCC(CC)(CO[Si](C)(C)C)CO[Si](C)(C)C)(C)C tris((trimethylsilyloxy)methyl)propane